N-(1-(2,2-difluorobenzo[d][1,3]dioxol-5-yl)ethyl)benzamide FC1(OC2=C(O1)C=CC(=C2)C(C)NC(C2=CC=CC=C2)=O)F